N-isopropyl-2-methoxy-N-methylbenzenesulfonamide C(C)(C)N(S(=O)(=O)C1=C(C=CC=C1)OC)C